NC1CCC(N(C1)C(=O)OC(C)(C)C)C(=O)OCC1=CC=CC=C1 O2-benzyl O1-tert-butyl 5-aminopiperidine-1,2-dicarboxylate